NN(S(=O)(=O)O)CC1=CC=C2N=C3C(C=4C=C(C=CC4N3C(C2=C1)=O)C#N)=O 6-[(aminosulfoamino)methyl]-17-(oxo)-9-oxo-2,10-diazatetracyclo[8.7.0.03,8.011,16]heptadeca-1,3,5,7,11(16),12,14-heptaene-14-carbonitrile